benzyl 8,8-difluoro-2,6-diazaspiro[3.4]octane-6-carboxylate FC1(CN(CC12CNC2)C(=O)OCC2=CC=CC=C2)F